ClC=1C=C(C=NC2=CC=C(C=C2)Cl)C=CC1 N-(3-chlorobenzylidene)-4-chlorobenzenamine